(S)-2-(5-(3-fluoropyrrolidin-1-yl)pyrazin-2-yl)-5-(pyridin-3-yl)-4,5-dihydro-6H-imidazo[1,5-b]pyrazol-6-one F[C@@H]1CN(CC1)C=1N=CC(=NC1)C=1C=C2N(N1)C(N(C2)C=2C=NC=CC2)=O